tert-butyl 4-{3-cyano-9-ethyl-6,6-dimethyl-11-oxo-5H,6H,11H-benzo[b]carbazol-8-yl}piperazine-1-carboxylate C(#N)C1=CC=C2C=3C(C4=C(C(C3NC2=C1)(C)C)C=C(C(=C4)CC)N4CCN(CC4)C(=O)OC(C)(C)C)=O